COC1=CC=C(C=C1)C1=NOC=N1 3-(4-methoxyphenyl)-1,2,4-oxadiazole